C1N(CC12NCCOC2)C(=O)OC(C)(C)C tert-butyl 8-oxa-2,5-diazaspiro[3.5]nonane-2-carboxylate